propionic acid 3-(2-(diisopropylamino) ethyl)-1H-indol-5-yl ester C(C)(C)N(CCC1=CNC2=CC=C(C=C12)OC(CC)=O)C(C)C